bis(4-chlorophenyl)acetic acid ClC1=CC=C(C=C1)C(C(=O)O)C1=CC=C(C=C1)Cl